4-[5-Ethoxy-4-(4-trifluoromethoxy-phenyl)-pyrimidin-2-ylamino]-N-(2-methyl-5-morpholin-4-ylmethyl-phenyl)-benzamid C(C)OC=1C(=NC(=NC1)NC1=CC=C(C(=O)NC2=C(C=CC(=C2)CN2CCOCC2)C)C=C1)C1=CC=C(C=C1)OC(F)(F)F